1-(5H-imidazolo[5,1-a]isoindol-5-yl)spiro[3.3]heptan-2-ol C=1N=CN2C1C1=CC=CC=C1C2C2C(CC21CCC1)O